(2r,4r)-8-(4-chloro-2-fluorophenyl)-2-hydroxy-5-(4-(trifluoromethyl)benzyl)-5,8-diazaspiro[3.5]nonane-6,9-dione ClC1=CC(=C(C=C1)N1CC(N(C2(CC(C2)O)C1=O)CC1=CC=C(C=C1)C(F)(F)F)=O)F